C(CCC=C)(=O)OCCCC1CN(C1)S(=O)(=O)C1=CC(=C(C=C1)OCC)C=1NC(C2=C(N1)C(=NN2C)CCC)=O 3-(1-((4-ethoxy-3-(1-methyl-7-oxo-3-propyl-6,7-dihydro-1H-pyrazolo[4,3-d]pyrimidin-5-yl)phenyl)sulfonyl)azetidin-3-yl)propyl pent-4-enoate